5-((1H-pyrazol-1-yl)methyl)-N-((2-fluoro-4,6-dimethoxyphenyl)sulfonyl)-6-methoxypicolinamide N1(N=CC=C1)CC=1C=CC(=NC1OC)C(=O)NS(=O)(=O)C1=C(C=C(C=C1OC)OC)F